beta-stearyloxy-N-ethyl-propionamide methyl-5-(((1s,4s)-4-(1H-imidazol-1-yl)cyclohexyl)oxy)-7-morpholino-1,6-naphthyridine-3-carboxylate COC(=O)C=1C=NC2=CC(=NC(=C2C1)OC1CCC(CC1)N1C=NC=C1)N1CCOCC1.C(CCCCCCCCCCCCCCCCC)OCCC(=O)NCC